3,4-dimethylphenylacetamidine CC=1C=C(C=CC1C)CC(=N)N